N-((5-chlorothiazol-2-yl)methyl)-N-(cyclopropanecarbonyl)-4-(5-(3,5-dichlorophenyl)-5-(trifluoromethyl)-4,5-dihydroisoxazol-3-yl)-2-methylbenzamide ClC1=CN=C(S1)CN(C(C1=C(C=C(C=C1)C1=NOC(C1)(C(F)(F)F)C1=CC(=CC(=C1)Cl)Cl)C)=O)C(=O)C1CC1